thietan-3-yl (3-(3,3-difluorocyclobutyl)-1,4-dimethyl-1H-pyrazol-5-yl)carbamate FC1(CC(C1)C1=NN(C(=C1C)NC(OC1CSC1)=O)C)F